4-amino-8-(3,6-dimethoxypyridazin-4-yl)-N-propylisoquinoline-3-carboxamide NC1=C(N=CC2=C(C=CC=C12)C1=C(N=NC(=C1)OC)OC)C(=O)NCCC